Br.Br.FC=1C=C2CC[C@@H](CC2=C(C1)F)NC(C(=O)NC=1N=CN(C1)C(CNCC(C)(C)C)(C)C)CCC 2-(((S)-6,8-difluoro-1,2,3,4-tetrahydronaphthalen-2-yl)amino)-N-(1-(2-methyl-1-(neopentylamino)propan-2-yl)-1H-imidazol-4-yl)pentanamide dihydrobromide